CC=1C=CC(=C2C=CC=NC12)N[C@@H]1CN(CC1)CC(=O)N1[C@@H](CCC1)C#N (2S)-1-[2-[(3S)-3-[(8-methyl-5-quinolinyl)amino]pyrrolidin-1-yl]acetyl]pyrrolidine-2-carbonitrile